C1(=CC=C(C=C1)C#CCO)C 3-(p-tolyl)prop-2-yn-1-ol